BrC=1C=NC(=C(C#N)C1)N1CC2(CC2)C1 5-Bromo-2-(5-azaspiro[2.3]-hexan-5-yl)nicotinonitrile